Cl.Cl.C(CCON)ON O,O'-1,3-propanediylbishydroxylamine dihydrochloride